O.C(C=O)(=O)O (trans)-glyoxylic acid monohydrate